(1R,2S,5S)-3-((S)-2-((tert-butoxycarbonyl)amino)-3,3-dimethylbutanoyl)-6,6-dimethyl-3-azabicyclo[3.1.0]hexane-2-carboxylic acid C(C)(C)(C)OC(=O)N[C@H](C(=O)N1[C@@H]([C@H]2C([C@H]2C1)(C)C)C(=O)O)C(C)(C)C